FC1=C(CC=2N(C(N(N2)C)=O)CC2CCC3(CC3)CC2)C=CC=C1 5-(2-fluorobenzyl)-2-methyl-4-(spiro[2.5]octan-6-ylmethyl)-2,4-dihydro-3H-1,2,4-triazol-3-one